ClC1C=2N(C3=C(CC14OCCO4)C=CC=C3)C(=NN2)N2CCC(CC2)OC2=NC=CC=C2 chloro-1'-[4-(pyridin-2-yloxy)piperidin-1-yl]-4'H,6'H-spiro[1,3-dioxolan-2,5'-[1,2,4]triazolo[4,3-a][1]benzazepine]